C[Si](C)(C)B(S(=O)(=O)OS(=O)(=O)B([Si](C)(C)C)[Si](C)(C)C)[Si](C)(C)C bis(trimethylsilyl)borane-sulfonic anhydride